ClC=1C=CC(=NC1[Sn](C)(C)C)NC(OC(C)(C)C)=O tert-butyl N-(5-chloro-6-trimethylstannyl-2-pyridyl)carbamate